FC(C=1C=CC=2N(N1)C(=CN2)C2=CC(=NC=N2)N2CC(CCC2)(N)C)F 1-(6-(6-(difluoromethyl)imidazo[1,2-b]pyridazin-3-yl)pyrimidin-4-yl)-3-methylpiperidin-3-amine